C(CCC(=O)O)(=O)O.C(CCCCCCCCCCCCCCCCC)(=O)C(CO)(O)CO monostearoyl-glycerol succinate